C(C=C)N1CCN(CC1)C1=C(C=C(C(=C1)OC)NC1=NC=NC(=C1)N1OCC[C@@H]1C1=CC(=CC=C1)OC1=CC=CC=C1)NC(C=C)=O (R)-N-(2-(4-allyl-piperazin-1-yl)-4-methoxy-5-((6-(3-(3-phenoxyphenyl)isoxazolidin-2-yl)pyrimidin-4-yl)-amino)phenyl)-acrylamide